(2-((2-(DIMETHYLSILYL)phenyl)(methyl)silyl)phenyl)diphenylphosphane C[SiH](C1=C(C=CC=C1)[SiH](C1=C(C=CC=C1)P(C1=CC=CC=C1)C1=CC=CC=C1)C)C